Cl.C(C)(C)(C)OC(N[C@@H]1[C@@H]2CC[C@H](C1)N2)=O |r| Rac-((1s,2s,4r)-7-azabicyclo[2.2.1]heptan-2-yl)carbamic acid tert-butyl ester hydrochloride